C(C)C1=C(C=C(C(=C1F)CN1CC2CCC(C1)N2S(=O)(=O)C)F)C2=C(C=C(C=C2)C(C(F)(F)F)(C(F)(F)F)O)C 2-(2'-ethyl-3',5'-difluoro-2-methyl-4'-((8-(methylsulfonyl)-3,8-diazabicyclo[3.2.1]octan-3-yl)methyl)-[1,1'-biphenyl]-4-yl)-1,1,1,3,3,3-hexafluoropropan-2-ol